2,4,6-tris-butenyloxytrifluoro-cyclotriphosphazene C(=CCC)OP1(=NP(=NP(=N1)(OC=CCC)F)(OC=CCC)F)F